(R)-2-((tert-butyldimethylsilyl)oxy)-1-(pyridin-2-yl)ethan-1-ol [Si](C)(C)(C(C)(C)C)OC[C@H](O)C1=NC=CC=C1